CC1(CC1)C=1SC=2CN(CCC2N1)C=1C(=CC=2C(=NC=CN2)N1)C 2-(1-Methylcyclopropyl)-5-(7-methylpyrido[2,3-b]pyrazin-6-yl)-4,5,6,7-tetrahydrothiazolo[5,4-c]pyridine